para-iodobenzoate IC1=CC=C(C(=O)[O-])C=C1